N[C@@H](CC(=O)O)C(=O)O.C(N)(=O)N[C@@H](CC(=O)O)C(=O)O N-carbamoyl-aspartic acid (aspartate)